ClC=1C=C(OC2(CCCCC2)C2=C(N=NC(=C2)N2CCC(CC2)CCO)C(=O)N)C=CC1C#N (1r,4r)-4-((3-chloro-4-cyanophenoxy)cyclohexyl)-6-(4-(2-hydroxyethyl)piperidin-1-yl)pyridazine-3-carboxamide